di(trifluoroacetoxy)iodobenzene FC(C(=O)OC=1C(=C(C=CC1)I)OC(C(F)(F)F)=O)(F)F